2-(1-mercapto-nonyl)-1,4,5,8-tetramethoxynaphthalene SC(CCCCCCCC)C1=C(C2=C(C=CC(=C2C(=C1)OC)OC)OC)OC